tert-butyl 6-(4-amino-7-methyl-5-(4-(pyrimidin-2-yloxy) phenyl)-7H-pyrrolo[2,3-d]pyrimidin-6-yl)-2-azaspiro[3.3]heptane-2-carboxylate NC=1C2=C(N=CN1)N(C(=C2C2=CC=C(C=C2)OC2=NC=CC=N2)C2CC1(CN(C1)C(=O)OC(C)(C)C)C2)C